5-formyldeoxycytidine C(=O)C=1C(=NC(N([C@H]2C[C@H](O)[C@@H](CO)O2)C1)=O)N